O\N=C\C=1C=C(C=NC1)C=1C=C(C#N)C=CC1 (E)-3-(5-((hydroxyimino)methyl)pyridin-3-yl)benzonitrile